IC1=C(N(C2=NC=CC=C21)C)C(=O)N 3-iodo-1-methyl-pyrrolo[2,3-b]pyridine-2-carboxamide